4-cyclopropyl-3-(5-methylpyridin-3-yl)-N-[2-(trifluoromethyl)pyridin-4-yl]-1,2-thiazole-5-carboxamide C1(CC1)C=1C(=NSC1C(=O)NC1=CC(=NC=C1)C(F)(F)F)C=1C=NC=C(C1)C